2,4-dimercaptoglutaric acid SC(C(=O)O)CC(C(=O)O)S